2-aminobenzonitrile NC1=C(C#N)C=CC=C1